NC1=NC(=NC=2N1N=C(N2)C=2OC=CC2)NCCC2=CC=C(C=C2)NC(C(CO)(C)C)=O N-(4-(2-((7-amino-2-(furan-2-yl)-[1,2,4]triazolo[1,5-a][1,3,5]triazin-5-yl)amino)ethyl)-phenyl)-3-hydroxy-2,2-dimethylpropionamide